3-(5-bromopyridin-3-yl)morpholine BrC=1C=C(C=NC1)C1NCCOC1